O1CC(C(C(C1)O)O)O tetrahydro-2H-pyran-3,4,5-tri-ol